7-aminomethyl-coumarine NCC1=CC=C2C=CC(OC2=C1)=O